2-amino-6-borono-2-(3-(2-methoxyethylamino)propyl)hexanoic acid NC(C(=O)O)(CCCCB(O)O)CCCNCCOC